C(C)C(C(=O)[O-])CCCC.[Cs+] cesium 2-ethylhexanate